N-(4-cyano-3-(1H-1,2,4-triazol-3-yl)thiophen-2-yl)-2-(2-oxo-3,4-dihydro-1,5-naphthyridin-1(2H)-yl)acetamide C(#N)C=1C(=C(SC1)NC(CN1C(CCC2=NC=CC=C12)=O)=O)C1=NNC=N1